3-(2-oxoindolin-6-yl)benzamide O=C1NC2=CC(=CC=C2C1)C=1C=C(C(=O)N)C=CC1